2,2-Bis(4-glycidyloxyphenyl)propane C(C1CO1)OC1=CC=C(C=C1)C(C)(C)C1=CC=C(C=C1)OCC1CO1